monotertiary butyl-hydroquinone C(C)(C)(C)C1=C(O)C=CC(=C1)O